[Si](OC(C)CC)(OC(C)CC)(OC(C)CC)OC(C)CC tetrasecondary butyl orthosilicate